BrC1=C(C(=CC2=C1C[C@](O2)(C2=CC=CC=C2)C2N(CC(C2)(C)O)C(=O)OC(C)(C)C)F)Cl Tert-butyl 2-((S)-4-bromo-5-chloro-6-fluoro-2-phenyl-2,3-dihydrobenzofuran-2-yl)-4-hydroxy-4-methylpyrrolidine-1-carboxylate